2-(4-(L-prolyl)piperazin-1-yl)-5-chloro-4-(((R)-1-(2,4-dichlorophenyl)ethyl)amino)pyrimidine N1[C@@H](CCC1)C(=O)N1CCN(CC1)C1=NC=C(C(=N1)N[C@H](C)C1=C(C=C(C=C1)Cl)Cl)Cl